N-[(3R)-1-{5-[2-(3,5-difluoropyridin-2-yl)-4-methylphenyl]-5-methyl-4,5-dihydro-1,2-oxazol-3-yl}-4,4-difluoropyrrolidin-3-yl]methanesulfonamide FC=1C(=NC=C(C1)F)C1=C(C=CC(=C1)C)C1(CC(=NO1)N1C[C@H](C(C1)(F)F)NS(=O)(=O)C)C